C1(C=CC=C2CC3=CC=CC=C3C=C12)=O (10H)-anthracenone